trans-rac-(3R,4R)-3-fluoro-N-(7-methoxy-4-(1-methyl-3-phenyl-1H-pyrazol-4-yl)quinazolin-6-yl)-1-methylpiperidine-4-carboxamide trifluoroacetate FC(C(=O)O)(F)F.F[C@H]1CN(CC[C@@H]1C(=O)NC=1C=C2C(=NC=NC2=CC1OC)C=1C(=NN(C1)C)C1=CC=CC=C1)C |r|